C(C)(C)(C)OC(=O)N1[C@@H](CC(C1)(F)F)NC=O (2S)-2-formylamino-4,4-difluoropyrrolidine-1-carboxylic acid tert-butyl ester